BrC=1C=C(C(=C(C1)NN=C1C(CC2(OCCO2)CC1)(C(=O)OC)CCC)Cl)Cl methyl 8-(2-(5-bromo-2,3-dichlorophenyl)hydrazinylidene)-7-propyl-1,4-dioxaspiro[4.5]decane-7-carboxylate